7'-(2,6-dioxapiperidin-3-yl)-3',3'-difluoro-3',4'-dihydro-6'H-spiro[piperidin-4,2'-pyrano[2,3-f]isoindole]-6',8'(7'H)-dione N1OC(CCO1)N1C(C=2C=C3C(=CC2C1=O)OC1(C(C3)(F)F)CCNCC1)=O